NC1=CC=C(C=C1)SC1=CC(=C(C=C1)N)OC 4-((4-aminophenyl)thio)-2-methoxybenzenamine